(3S)-tert-Butyl 5-(aminomethyl)-3-((6-bromopyridin-2-yl)carbamoyl)-2-azabicyclo[3.1.0]hexane-2-carboxylate NCC12C[C@H](N(C2C1)C(=O)OC(C)(C)C)C(NC1=NC(=CC=C1)Br)=O